O=C1N=NC=N1 oxo-1,2,4-triazole